CN(C1CC2CCC(C1)N2CCC#N)C2=NC(=CC(=N2)NC2=NNC(=C2)C)N2CCOCC2 3-((3-Exo)-3-(methyl-(4-((5-methyl-1H-pyrazol-3-yl)amino)-6-morpholinopyrimidin-2-yl)amino)-8-azabicyclo[3.2.1]oct-8-yl)propionitrile